tert-Butyl 6-(4-(2,4-dioxo-3-((2-(trimethylsilyl)ethoxy)methyl)tetrahydropyrimidin-1(2H)-yl)-1H-indol-1-yl)-2-azaspiro[3.3]heptane-2-carboxylate O=C1N(CCC(N1COCC[Si](C)(C)C)=O)C1=C2C=CN(C2=CC=C1)C1CC2(CN(C2)C(=O)OC(C)(C)C)C1